7-bromo-5-(3-iodophenyl)-2,2,5-trimethyl-6-oxoheptyl acetate C(C)(=O)OCC(CCC(C(CBr)=O)(C)C1=CC(=CC=C1)I)(C)C